N-octadecyl-2-(3,4,5-tritetrahydropyranyloxyphenyl)-3,5,7-tritetrahydropyranyloxyquinolin-4-one C(CCCCCCCCCCCCCCCCC)N1C(=C(C(C2=C(C=C(C=C12)OC1OCCCC1)OC1OCCCC1)=O)OC1OCCCC1)C1=CC(=C(C(=C1)OC1OCCCC1)OC1OCCCC1)OC1OCCCC1